(8-amino-5-(4-methyloxazol-5-yl)-2-(pyridin-2-ylmethyl)-[1,2,4]triazolo[1,5-a]pyrazin-6-yl)-2-fluorobenzonitrile NC=1C=2N(C(=C(N1)C=1C(=C(C#N)C=CC1)F)C1=C(N=CO1)C)N=C(N2)CC2=NC=CC=C2